BrC1=CN=C2N1C=C(C=C2)C(=O)N(CC=2C=NN(C2)C)C2=CC(=C(C=C2)F)OC 3-bromo-N-(4-fluoro-3-methoxy-phenyl)-N-[(1-methylpyrazol-4-yl)methyl]imidazo[1,2-a]pyridine-6-carboxamide